ClC=1C=C2C=NN(C2=CC1N1CCN(CC1)C1(COC1)C)C=1C=NN(C1)C12CCC(C1)(C2)COC 5-chloro-1-(1-(4-(methoxymethyl)bicyclo[2.1.1]hexan-1-yl)-1H-pyrazol-4-yl)-6-(4-(3-methyloxetan-3-yl)piperazin-1-yl)-1H-indazole